2-(2,6-bis(benzyloxy)pyridin-3-yl)-N-(6-hydroxyspiro[3.3]heptan-2-yl)-1-oxoisoindoline-5-carboxamide C(C1=CC=CC=C1)OC1=NC(=CC=C1N1C(C2=CC=C(C=C2C1)C(=O)NC1CC2(C1)CC(C2)O)=O)OCC2=CC=CC=C2